1,4,8,12-tetraazacyclododecane N1CCNCCCNCCCN1